NC1=NC=C(C2=C1C(=C(N2C)C2=C(C=C(C=C2)NC(C(=C)C)=O)Cl)C2=CC(=C(C=C2)OC2=NC=C(C(=N2)C)F)F)C#N N-(4-(4-amino-7-cyano-3-(3-fluoro-4-((5-fluoro-4-methylpyrimidin-2-yl)oxy)phenyl)-1-methyl-1H-pyrrolo[3,2-c]pyridin-2-yl)-3-chlorophenyl)methacrylamide